NC1=CC(=C(C=C1)N1C(CN(CC1)C(=O)OC(C)(C)C)=O)F tert-butyl 4-(4-amino-2-fluorophenyl)-3-oxopiperazine-1-carboxylate